[(4-methylbenzenesulfonyl)oxy]methylpiperidine-1-carboxylate CC1=CC=C(C=C1)S(=O)(=O)OCOC(=O)N1CCCCC1